N=1C=NN2C1C=C(C=C2)OC2=C(C(=C(C=C2)NC=2C1=C(N=CN2)C=CC(=N1)C1[C@@H]2CN(C[C@H]1CC2)C(C=C)=O)F)C 1-((1R,5S,8r)-8-(4-((4-([1,2,4]triazolo[1,5-a]pyridin-7-yloxy)-2-fluoro-3-methylphenyl)amino)pyrido[3,2-d]pyrimidin-6-yl)-3-azabicyclo[3.2.1]octan-3-yl)prop-2-en-1-one